2-(2,2,2-trifluoroethoxy)pyridine FC(COC1=NC=CC=C1)(F)F